BrC1=[N+](C2=CC=CC=C2C=C1C(F)(F)F)[O-] bromo-3-(trifluoromethyl)quinoline 1-oxide